3-(5-cyclopropyl-4-(3,6-dihydro-2H-pyran-4-yl)isoxazol-3-yl)-1-isopropyl-1H-pyrazolo[3,4-d]pyrimidin-4-amine C1(CC1)C1=C(C(=NO1)C1=NN(C2=NC=NC(=C21)N)C(C)C)C=2CCOCC2